CN(C)CCC=C(C(=O)O)C N,N-dimethylaminoethyl-methacrylic acid